7-(quinolin-2-yl)-2-azaspiro[3.5]nonan N1=C(C=CC2=CC=CC=C12)C1CCC2(CNC2)CC1